C1(=CC=CC=C1)C=1C=C2C=CC(=C(C2=CC1)C1=C(C=CC2=CC(=CC=C12)C1=CC=CC=C1)O)OCCO 6,6'-diphenyl-2-(2-hydroxyethoxy)-2'-hydroxy-1,1'-binaphthyl